(3R,5'S)-6-cyano-1'-((S)-3-cyclopropyl-2-((methyl-d3)amino)propionyl)-2-oxospiro[indole-3,3'-pyrrolidine]-5'-carboxamide trifluoroacetate FC(C(=O)O)(F)F.C(#N)C1=CC=C2C(=C1)NC([C@@]21CN([C@@H](C1)C(=O)N)C([C@H](CC1CC1)NC([2H])([2H])[2H])=O)=O